5-(butyroyl)amino-3-(1-(2-pentyl)-1,2,3,6-tetrahydropyridin-4-yl)-1H-indole C(CCC)(=O)NC=1C=C2C(=CNC2=CC1)C=1CCN(CC1)C(C)CCC